3-[[[4-[(2R)-2-[(6-cyclopropylfuro[2,3-b]pyrazin-2-yl)methylamino]-4,4-dimethyl-pentoxy]-6-(2,6-dimethylphenyl)pyrimidin-2-yl]amino]sulfonimidoyl]benzoic acid C1(CC1)C1=CC=2C(=NC=C(N2)CN[C@@H](COC2=NC(=NC(=C2)C2=C(C=CC=C2C)C)NS(=O)(=N)C=2C=C(C(=O)O)C=CC2)CC(C)(C)C)O1